7-methyl-1,5,7-triazabicyclo[4.4.0]decane-5-ene CN1C2=NCCCN2CCC1